C1CC=[In]C1 5-indole